[Cl-].C(C1=CC=CC=C1)[N+](C1=CC=CC=C1)(C)C benzyldimethylphenylammonium chloride